N-(4-fluorophenyl)-N-methylbenzamide FC1=CC=C(C=C1)N(C(C1=CC=CC=C1)=O)C